7-hydroxyl-4-methyl-coumarin OC1=CC=C2C(=CC(OC2=C1)=O)C